3-(((8-bromo-1,6-naphthyridin-5-yl)amino)methyl)tetrahydrofuran-3-ol BrC=1C=NC(=C2C=CC=NC12)NCC1(COCC1)O